FC1=C(OP(=O)(OC2=CC=CC=C2)N[C@H](C(=O)OCC(CC)CC)C)C(=C(C(=C1F)F)F)F 2-ethylbutyl ((2S)-2-(((perfluorophenoxy) (phenoxy) phosphoryl) amino) propanoate)